IC1=CC(=NN1)C(F)(F)F 5-iodo-3-(trifluoromethyl)-1H-pyrazole